2-(4-fluorophenyl)-N-{4-[(trimethylsilyl)ethynyl]pyridin-2-yl}acetamide FC1=CC=C(C=C1)CC(=O)NC1=NC=CC(=C1)C#C[Si](C)(C)C